1-cyclobutyl-N-(2-(4-phenylpiperazin-1-yl)ethyl)-2-(3,4,5-trimethoxyphenyl)-1H-benzo[d]imidazole-6-carboxamide C1(CCC1)N1C(=NC2=C1C=C(C=C2)C(=O)NCCN2CCN(CC2)C2=CC=CC=C2)C2=CC(=C(C(=C2)OC)OC)OC